2-acrylamido-2-methyl-1-propanesulfonic acid lithium salt [Li+].C(C=C)(=O)NC(CS(=O)(=O)[O-])(C)C